6-isopropyl-N-((S)-5-methyl-4-oxo-2,3,4,5-tetrahydrobenzo[b][1,4]oxazepin-3-yl)-5,6,7,8-tetrahydroimidazo[1,5-a]pyridine-3-carboxamide C(C)(C)C1CCC=2N(C1)C(=NC2)C(=O)N[C@@H]2C(N(C1=C(OC2)C=CC=C1)C)=O